BrC1=CN=C2N1C=CC=C2C 3-bromo-8-methylimidazo[1,2-a]pyridine